CC1(C2=CC=CC=C2C=2C=CC(=CC12)NC1=CC=C(C(=C1)C1=CC=CC=C1)C1=CC=C(C=C1)C1=CC=CC2=CC=CC=C12)C N-(9,9-dimethylfluoren-2-yl)-N-(6-phenyl-4'-(naphthalen-1-yl)biphenyl-4-yl)amine